2-(6-(trifluoromethyl)nicotinamido)benzo[d]thiazole-6-carboxylic acid FC(C1=NC=C(C(=O)NC=2SC3=C(N2)C=CC(=C3)C(=O)O)C=C1)(F)F